O1C(CCCC1)N1N=CC=2C3=C(C=CC12)C=CC=C3C3CCC1=C(NC(NC1=O)=S)O3 7-(3-(tetrahydro-2H-pyran-2-yl)-3H-benzo[e]indazol-9-yl)-2-thioxo-1,2,3,5,6,7-hexahydro-4H-pyrano[2,3-d]pyrimidin-4-one